OC1=CC=C(C=C1)C(C)(C)C1=CC=C(OCC(CNC([O-])=O)C)C=C1 (3-(4-(2-(4-hydroxyphenyl) Propan-2-yl)phenoxy)-2-methylpropyl)carbamate